BrC1=CC=C(C=N1)NC(OC(C)(C)C)=O tert-Butyl 6-bromopyridin-3-ylcarbamate